CN(C=O)C(C)O N-methyl-1-hydroxylethylformamide